ClC=1C=C(C=C(C1OC=1C(=C2C3(C(NC2=CC1)=O)CC3)Cl)Cl)N3N=C(C(NC3=O)=O)C#N 2-(3,5-dichloro-4-((4'-chloro-2'-oxospiro[cyclopropane-1,3'-indolin]-5'-yl)oxy)phenyl)-3,5-dioxo-2,3,4,5-tetrahydro-1,2,4-triazine-6-carbonitrile